2-(methylsulfonyl)-5-(trifluoromethyl)benzamide CS(=O)(=O)C1=C(C(=O)N)C=C(C=C1)C(F)(F)F